NC=1C=C(C(=O)C2=CC=CC=C2)C=C(C1)N 3,5-diaminobenzophenone